Cl.C1(CCCC1)C=1N(C=C(N1)C(=O)N[C@H](CC(=O)O)CCN1CC(CCC1)(F)F)C1=C(C=CC=C1)C(F)(F)F (s)-3-(2-cyclopentyl-1-(2-(trifluoromethyl)phenyl)-1H-imidazole-4-carboxamido)-5-(3,3-difluoropiperidin-1-yl)pentanoic acid hydrochloride